BrC=1N=C(N2N=C(N=C(C21)C2=CC=NN2C)N2C(COCC2)C)C2=CC=NN2 4-(5-bromo-4-(1-methyl-1H-pyrazol-5-yl)-7-(1H-pyrazol-5-yl)imidazo[5,1-f][1,2,4]triazin-2-yl)-3-methylmorpholine